ClC1=C(C=CC(=C1Cl)C#N)NC=1N(C2=NC(=NC=C2N1)N[C@H](CO)C)C1CCC(CC1)C(=O)N (1R,4s)-4-(8-(2,3-dichloro-4-cyanophenylamino)-2-((S)-1-hydroxypropan-2-ylamino)-9H-purin-9-yl)cyclohexanecarboxamide